1-(bromophenyl)cyclopropane-1-ol BrC1=C(C=CC=C1)C1(CC1)O